The molecule is a carboxylic ester that results from the formal condensation between caprylic acid and the hydroxy group at position 6 of the glucosyl residue of sucrose. It derives from a sucrose. CCCCCCCC(=O)OC[C@@H]1[C@H]([C@@H]([C@H]([C@H](O1)O[C@]2([C@H]([C@@H]([C@H](O2)CO)O)O)CO)O)O)O